FC1(CCN2C1=NC(=C2)C=2C=C(C=CC2NC2=NC=C(C=C2)C(F)(F)F)S(=O)(=O)NC)F 3-(7,7-difluoro-6,7-dihydro-5H-pyrrolo[1,2-a]imidazol-2-yl)-N-methyl-4-((5-(trifluoromethyl)pyridin-2-yl)amino)benzenesulfonamide